3-aminoallyl-uridine NC=CC[C@@]1([C@H](O)[C@H](O)[C@@H](CO)O1)N1C(=O)NC(=O)C=C1